C(C)OC=1C=C(C=O)C=CC1OCC\C=C/C\C=C/CC 3-ethoxy-4-(((3Z,6Z)-nona-3,6-dien-1-yl)oxy)benzaldehyde